C(C1CO1)OCCCCCCCC[Si](OC)(OC)OC [8-(epoxypropoxy)-n-octyl]trimethoxysilane